(2S)-3-hydroxy-1-(2-{[4-methyl-2-(2,2,2-trifluoroethoxy)-1,3-thiazol-5-yl]sulfonyl}-2H,4H,5H,6H-pyrrolo[3,4-c]pyrazol-5-yl)-2-phenylpropan-1-one OC[C@@H](C(=O)N1CC2=NN(C=C2C1)S(=O)(=O)C1=C(N=C(S1)OCC(F)(F)F)C)C1=CC=CC=C1